3-((tert-butyldiphenylsilyl) oxy)-2-fluoro-2-methylpropyl trifluoromethanesulfonate FC(S(=O)(=O)OCC(CO[Si](C1=CC=CC=C1)(C1=CC=CC=C1)C(C)(C)C)(C)F)(F)F